2-methyl-2-propanyl [4-(2-{(3S)-7-[5-chloro-2-(4-cyano-1H-1,2,3-triazol-1-yl)phenyl]-5-oxo-1,2,3,5-tetrahydro-3-indolizinyl}-4-fluoro-1H-imidazol-5-yl)phenyl]carbamate ClC=1C=CC(=C(C1)C1=CC(N2[C@@H](CCC2=C1)C=1NC(=C(N1)F)C1=CC=C(C=C1)NC(OC(C)(C)C)=O)=O)N1N=NC(=C1)C#N